ClC1=C(C=C(C=C1)F)C1(NC(C2=C1C(=CC1=C(N(N=C21)C)CC(F)F)C2=CC(=CC1=C2C(=NS1(=O)=O)C(=O)N)F)=O)O (6-(2-chloro-5-fluorophenyl)-3-(2,2-difluoroethyl)-6-hydroxy-2-methyl-8-oxo-2,6,7,8-tetrahydropyrrolo[3,4-g]indazol-5-yl)-6-fluorobenzo[d]isothiazole-3-carboxamide 1,1-dioxide